C(C)(C)(C)OC(=O)N1C(=CC=CC=C1)C1=C(C(=CC(=C1)F)C1=NC=C(N=C1)C)OC (5-fluoro-2-methoxy-3-(5-methylpyrazin-2-yl)phenyl)-1-azepinecarboxylic acid tert-butyl ester